FC1=C(NC2=C(C=C(C=3N2C=NC3)CC3=C(C(=NC=C3)NS(NC)(=O)=O)F)C(=O)N)C=CC(=C1)I 5-(2-Fluoro-4-iodoanilino)-8-[[3-fluoro-2-(methylsulfamoylamino)pyridin-4-yl]methyl]imidazo[1,5-a]pyridine-6-carboxamide